3-(4-chlorobenzyl)-5-iodo-2-((4-methoxyphenyl)amino)pyridin 4-nitrophenyl-4-(bis(4H-benzo[d][1,3]dioxin-6-yl)methyl)piperazine-1-carboxylate [N+](=O)([O-])C1=CC=C(C=C1)OC(=O)N1CCN(CC1)C(C1=CC2=C(OCOC2)C=C1)C1=CC2=C(OCOC2)C=C1.ClC1=CC=C(CC=2C(=NC=C(C2)I)NC2=CC=C(C=C2)OC)C=C1